5-[bis(3-methoxybenzyl)aminocarbonyloxyethoxyethoxy]dimethylaminobenzylamine COC=1C=C(CN(C(=O)OCCOCCOC=2C=CC=C(CNN(C)C)C2)CC2=CC(=CC=C2)OC)C=CC1